N=1ON=C2C1N=C(C(=N2)NC=2C=C(C=CC2F)O)NC=2C=C(C=CC2F)O 3,3'-([1,2,5]Oxadiazolo[3,4-b]pyrazine-5,6-diylbis(azanediyl))bis(4-fluorophenol)